3-iodo-4-methyl-1H-pyrazole IC1=NNC=C1C